C1(\C=C\C(=O)OC(CO1)C)=O propylene fumarate